4-(3,3-difluoropiperidin-1-yl)-2-methyl-6-(5-(1-methylcyclopropoxy)-1-(tetrahydro-2H-pyran-2-yl)-1H-indazol-3-yl)pyridazin-3(2H)-one FC1(CN(CCC1)C=1C(N(N=C(C1)C1=NN(C2=CC=C(C=C12)OC1(CC1)C)C1OCCCC1)C)=O)F